C(OCCN(C)C(=O)Cl)([O-])=O 2-[chlorocarbonyl (methyl) amino]Ethyl carbonate